O1CCC(CC1)CN1C[C@@H]2C([C@@H]2C1)NC=1N=NC(=CC1)C=1C=NC(=CC1)C(F)(F)F (1R,5S,6s)-3-(tetrahydropyran-4-ylmethyl)-N-[6-[6-(trifluoromethyl)-3-pyridyl]pyridazin-3-yl]-3-azabicyclo[3.1.0]hexan-6-amine